F[P-](F)(F)(F)(F)F.C(=N)N.C(=N)N.C(=N)N.C(=N)N tetra-formamidine hexafluorophosphate